F[C@H]1CN(CC[C@H]1OC)C1=NC=CC(=N1)NC=1N=CC2=C(C=CC(=C2C1)[C@@H]1COCC[C@H]1NC(C=C)=O)N1CC(C1)CS(=O)(=O)C N-((3S,4R)-3-(3-((2-((3S,4R)-3-fluoro-4-methoxypiperidin-1-yl)pyrimidin-4-yl)amino)-8-(3-((methylsulfonyl)methyl)azetidin-1-yl)isoquinolin-5-yl)tetrahydro-2H-pyran-4-yl)acrylamide